BrC=1C2=C(C3=C(N=C(N=C3C1F)S(=O)CC)NCC1=NOC(=N1)C)COC2 6-Bromo-3-(ethylsulfinyl)-5-fluoro-N-((5-methyl-1,2,4-oxadiazol-3-yl)methyl)-7,9-dihydrofuro[3,4-f]quinazolin-1-amine